C(C1=CC=CC=C1)NC1=C2N=CN(C2=NC(=N1)C1=CC(=CC=C1)Cl)[C@H]1[C@@H]([C@@H]([C@H](O1)C(=O)NC)O)O (2S,3S,4R,5R)-5-(6-(benzylamino)-2-(3-chlorophenyl)-9H-purin-9-yl)-3,4-dihydroxyl-N-methyltetrahydrofuran-2-carboxamide